2,6-bis(2,4-dihexyloxyphenyl)-4-(4'-bis(4-methylphenyl)aminobiphenyl-4-yl)pyridine C(CCCCC)OC1=C(C=CC(=C1)OCCCCCC)C1=NC(=CC(=C1)C1=CC=C(C=C1)C1=CC=C(C=C1)N(C1=CC=C(C=C1)C)C1=CC=C(C=C1)C)C1=C(C=C(C=C1)OCCCCCC)OCCCCCC